COC([C@@H](N)CCCNC(NS(=O)(=O)C=1C(=C(C2=C(CC(O2)(C)C)C1C)C)C)=N)=O ω-((2,2,4,6,7-pentamethyl-2,3-dihydrobenzofuran-5-yl)sulfonyl)-L-arginine methyl ester